(S)-2-amino-4-(5-cyanopyridin-2-yl)butanoic acid N[C@H](C(=O)O)CCC1=NC=C(C=C1)C#N